SCC=O 2-mercaptoethan-1-one